tert-butyl-4-(5-((tert-butyldimethylsilyl)oxy)pentyl)-2-cyclopropylnicotinic acid C(C)(C)(C)C1=NC(=C(C(=O)O)C(=C1)CCCCCO[Si](C)(C)C(C)(C)C)C1CC1